COC=1C=C2CCN(CC2=CC1NC1=NC=C2C(=N1)NN=C2C)C 6-methoxy-2-methyl-N-(3-methyl-1H-pyrazolo[3,4-d]pyrimidin-6-yl)-1,2,3,4-tetrahydroisoquinolin-7-amine